2-(2-hydroxy-2-(naphthalen-2-yl)ethyl)isoindoline-1,3-dione OC(CN1C(C2=CC=CC=C2C1=O)=O)C1=CC2=CC=CC=C2C=C1